2,2'-dihydroxy-4-methacryloxybenzophenone OC1=C(C(=O)C2=C(C=CC=C2)O)C=CC(=C1)OC(C(=C)C)=O